2,6-dibromo-9,10-bis(2-phenylethynyl)anthracene BrC1=CC2=C(C3=CC=C(C=C3C(=C2C=C1)C#CC1=CC=CC=C1)Br)C#CC1=CC=CC=C1